O(C(=O)CCCCCCCCC)C(CCCCC)CC Ethylhexyl caprate